COC1=CC=C(C=C1)C1=NN2C(=NC=3C=CC(=CC3C2=N1)C(F)(F)F)NC=1C(N=CC=NC1)=O (6R)-6-{[2-(4-methoxyphenyl)-9-(trifluoromethyl)[1,2,4]triazolo[1,5-c]quinazolin-5-yl]amino}-1,4-diazepin-5-one